N1C(=NC2=C1C=CC=C2)C2=NNC1=CC=C(C=C21)C(=O)N2CCN(CC2)C2=C(C=CC=C2)F (3-(1H-benzo[d]imidazol-2-yl)-1H-indazol-5-yl)(4-(2-fluorophenyl)piperazin-1-yl)methanone